((2R,7aR)-2-methoxy-6-methylenetetrahydro-1H-pyrrolizin-7a(5H)-yl)methanol CO[C@@H]1C[C@]2(CC(CN2C1)=C)CO